tert-butyl 2-(5-(2,6-dimethoxyphenyl)-1-(2-isopropyl-4-(methyl(3-(methyl(3-(methylamino)propyl)amino)propyl)amino)phenyl)-1H-pyrazole-3-carboxamido)adamantane-2-carboxylate COC1=C(C(=CC=C1)OC)C1=CC(=NN1C1=C(C=C(C=C1)N(CCCN(CCCNC)C)C)C(C)C)C(=O)NC1(C2CC3CC(CC1C3)C2)C(=O)OC(C)(C)C